N1CNCCCC1 1,3-diazacycloheptane